8-(2-chlorophenyl)-5-hydroxy-2-(trifluoromethyl)pyrido[2,3-d]pyrimidin-7(8H)-one ClC1=C(C=CC=C1)N1C(C=C(C2=C1N=C(N=C2)C(F)(F)F)O)=O